2-chloro-N-[(1R)-1-methylpropyl]-5-oxido-6,7-dihydro-thieno[3,2-d]pyrimidin-5-ium-4-amine ClC=1N=C(C2=C(N1)CC[S+]2[O-])N[C@@H](CC)C